C(=O)(O)COCCOCCOCC(=O)O 2-{2-[2-(carboxy-methoxy)ethoxy]ethoxy}acetic acid